C(=O)C1=CC=C(C(=C1C(=O)OC(C)(C)C)OC)CCB1OC(C(O1)(C)C)(C)C tert-butyl 6-formyl-2-methoxy-3-(2-(4,4,5,5-tetramethyl-1,3,2-dioxaborolan-2-yl)ethyl)benzoate